((7-chloro-2-methyl-1,2,3,4-tetrahydroisoquinolin-6-yl)amino)-5-((2-(tetrahydro-2H-pyran-2-yl)phenyl)amino)-1,2,4-triazine-6-carboxamide ClC1=C(C=C2CCN(CC2=C1)C)NC=1N=NC(=C(N1)NC1=C(C=CC=C1)C1OCCCC1)C(=O)N